Cl.C(C)NCC(=O)O.FC1=C(C=CC(=C1)F)C#CC1=CC=C(C(=O)NC[C@@H]2COCC2)C=C1 (R)-4-((2,4-difluorophenyl)ethynyl)-N-((tetrahydrofuran-3-yl)methyl)benzamide ethyl-glycinate HCl salt